1-(3-bromo-4-fluorobenzyl)-4-(5-chloro-2-(1H-tetrazol-1-yl)phenyl)-5-methoxypyridin BrC=1C=C(CN2CC=C(C(=C2)OC)C2=C(C=CC(=C2)Cl)N2N=NN=C2)C=CC1F